1,3,5-trimethoxy-benzene COC1=CC(=CC(=C1)OC)OC